N1(N=CC=C1)C=1C=CC=C2C=C(C=NC12)C(=O)O 8-(1H-pyrazol-1-yl)quinoline-3-carboxylic acid